C[Si](C)(C)C#CC1=CC=C(C=C1)S(=O)(=O)NCC(=O)N 2-(4-((trimethylsilyl)ethynyl)phenylsulfonylamino)acetamide